C1(=CC=CC=C1)[N+]1=CC=CC2=CC=CC=C12 1-phenyl-quinolinium